(E)-4-(dimethylamino)-1-(4-((4-((6-(dimethylamino)pyridin-3-yl)oxy)-3-methylphenyl)amino)-5,8-dihydropyrido[4',3':4,5]thieno[2,3-d]pyrimidin-7(6H)-yl)but-2-en-1-one CN(C/C=C/C(=O)N1CC2=C(C3=C(N=CN=C3NC3=CC(=C(C=C3)OC=3C=NC(=CC3)N(C)C)C)S2)CC1)C